ClC1=CC=C(C=C1)C1=NN([C@@H]([C@@H]1C1=CC=CC=C1)C)\C(\[N+]1=CC=C(C=C1)N(C)C)=N/S(=O)(=O)N1CCC(CC1)(F)F 1-((Z)-(cis-3-(4-chlorophenyl)-5-methyl-4-phenyl-4,5-dihydro-1H-pyrazol-1-yl)(((4,4-difluoropiperidin-1-yl)sulfonyl)imino)methyl)-4-(dimethylamino)pyridin-1-ium